NC=CCC(F)(F)F 4-amino-1,1,1-trifluoro-3-butene